benzyl N-(3-{[(1s,4s)-4-{[6-chloro-2-(trifluoromethyl)quinolin-4-yl]amino}cyclohexyl]carbamoyl}propyl)carbamate ClC=1C=C2C(=CC(=NC2=CC1)C(F)(F)F)NC1CCC(CC1)NC(=O)CCCNC(OCC1=CC=CC=C1)=O